BrC1=CC(N(C=C1OC1=C(C=CC=C1C)C)CCO)=O 4-bromo-5-(2,6-dimethylphenoxy)-1-(2-hydroxyethyl)pyridin-2(1H)-one